C1OCCC12CCN(CC2)C2CCC(CC2)NC2=CC=CC=1N(C(=NC12)C#CCNC1=C(C=C(C=C1)S(=O)(=O)C)OC)CC(F)(F)F N-((1R,4R)-4-(2-oxa-8-azaspiro[4.5]decan-8-yl)cyclohexyl)-2-(3-((2-methoxy-4-(methylsulfonyl)phenyl)amino)prop-1-yn-1-yl)-1-(2,2,2-trifluoroethyl)-1H-benzo[d]imidazol-4-amine